2-[(4-{6-[(4-Chloro-2-fluorobenzyl)oxy]pyridin-2-yl}piperazin-1-yl)methyl]-3-[(2S)-oxetan-2-ylmethyl]-3H-imidazo[4,5-b]pyridin ClC1=CC(=C(COC2=CC=CC(=N2)N2CCN(CC2)CC2=NC=3C(=NC=CC3)N2C[C@H]2OCC2)C=C1)F